C(C=C)(=O)OCCC[Si](OCC)(OCC)C 3-(acryloxy)propylmethyldiethoxysilane